O[C@@H](C)C=1N(C=CN1)CC1=NOC(=C1)C1=CC=C(C=C1)C#CC1=CC=C(CN2C(=NN=C2)CC#N)C=C1 (S)-2-(4-(4-((4-(3-((2-(1-hydroxyethyl)-1H-imidazol-1-yl)methyl)isoxazol-5-yl)phenyl)ethynyl)benzyl)-4H-1,2,4-triazol-3-yl)acetonitrile